ClC1=C(C=CC(=C1)C)S(=O)(=O)N1C[C@@H]([C@@](C1)(CO)O)OC=1C=CC(=NC1)C#N 5-(((3S,4R)-1-((2-chloro-4-methylphenyl)sulfonyl)-4-hydroxy-4-(hydroxymethyl)pyrrolidin-3-yl)oxy)picolinonitrile